9-Bromo-1-chloro-8-((R)-2,3-dihydroxy-propoxy)-6,6-dimethyl-5,6-dihydro-benzo[b]carbazol-11-one BrC1=CC2=C(C(C=3NC4=CC=CC(=C4C3C2=O)Cl)(C)C)C=C1OC[C@@H](CO)O